CN(CCOC=1C(=CC(=C(C(=O)NC2(CC2)C2=CC=CC3=CC=CC=C23)C1)C)C)C 5-(2-(Dimethylamino)ethoxy)-2,4-dimethyl-N-(1-(naphthalen-1-yl)cyclopropyl)benzamide